ClC1=C(C(=NC(=C1)Cl)C)C(=O)OCC ethyl 4,6-dichloro-2-methyl-pyridine-3-carboxylate